piperazin-1-yl(tetrahydro-2H-pyran-4-yl)methanone N1(CCNCC1)C(=O)C1CCOCC1